1-((S)-2-amino-propoxy)-3-chloro-propan-2-ol hydrochloride Cl.N[C@H](COCC(CCl)O)C